FC1=CC=C(C(=C1[C@H]1N([C@@H](CC2=C1NC1=CC=CC=C21)C)C[C@H](C(=O)O)C)C)OCCNCCCF (R)-3-((1R,3R)-1-(6-fluoro-3-(2-((3-fluoropropyl)amino)ethoxy)-2-methylphenyl)-3-methyl-1,3,4,9-tetrahydro-2H-pyrido[3,4-b]indol-2-yl)-2-methylpropionic acid